3,4-dichloro-6-(1-methyl-1H-pyrazol-4-yl)pyrazolo[1,5-a]pyrazine ClC=1C=NN2C1C(=NC(=C2)C=2C=NN(C2)C)Cl